[N+](=O)([O-])C=1C=C(C=CC1)OB(O)O (3-nitrophenyl)boric acid